1-[6-(3-fluoro-4-piperidinyl)-1-methyl-indazol-3-yl]hexahydropyrimidine-2,4-dione FC1CNCCC1C1=CC=C2C(=NN(C2=C1)C)N1C(NC(CC1)=O)=O